C(C)(C)NC1=NC(=NC(=N1)NC1=CC(=NC=C1)C(F)(F)F)C1=NC=CC(=N1)C(F)(F)F N2-isopropyl-N4-(2-(trifluoromethyl)pyridin-4-yl)-6-(4-(trifluoromethyl)pyrimidin-2-yl)-1,3,5-triazine-2,4-diamine